2-(2-chlorobenzoylamino)-N-(2-chloro-6-methylphenyl)-1,3-selenazol-5-carboxamide ClC1=C(C(=O)NC=2[Se]C(=CN2)C(=O)NC2=C(C=CC=C2C)Cl)C=CC=C1